4-(2,6-Dihydroxy-4-propylphenyl)-1-ethylindolin-2-one OC1=C(C(=CC(=C1)CCC)O)C1=C2CC(N(C2=CC=C1)CC)=O